tert-Butyl 4-(1-(1-(4-methoxybenzyl)-2,6-dioxopiperidin-3-yl)-3-methyl-1H-indazol-5-yl)piperazine-1-carboxylate tert-Butyl-piperazine-1-carboxylate C(C)(C)(C)OC(=O)N1CCNCC1.COC1=CC=C(CN2C(C(CCC2=O)N2N=C(C3=CC(=CC=C23)N2CCN(CC2)C(=O)OC(C)(C)C)C)=O)C=C1